[2H]C(N(C)C)C(C1=CNC2=CC=CC=C12)([2H])[2H] α,β,β-trideutero-N,N-dimethyltryptamine